[2H][C@@](C(=O)O)(CCCN)NC(=O)OC(C)(C)C α-Deutero-(S)-5-amino-2-((tert-butoxycarbonyl)amino)pentanoic acid